Cl.Cl.BrC1=CC2=CN(N=C2C=C1)C1CCNCC1 5-bromo-2-(piperidin-4-yl)-2H-indazole dihydrochloride